OC1(CCN(CC1)C1=CC=CC(=N1)CN1N=NC=C1)C 1-((6-(4-Hydroxy-4-methylpiperidin-1-yl)pyridin-2-yl)methyl)-1H-1,2,3-triazole